2-methyl-3-oxo-2-azabicyclo[5.1.0]octane-8-carboxylic acid ethyl ester C(C)OC(=O)C1C2CCCC(N(C12)C)=O